[C@H]12N(C[C@H](NC1)C2)C2=C(C=C(C=C2C=2C=NC=CC2)F)C=2C(=NC(=NC2)C2=C(C=CC=C2OC)F)C(=O)N (2-((1R,4R)-2,5-diazabicyclo[2.2.1]hept-2-yl)-5-fluoro-3-(pyridin-3-yl)phenyl)-2-(2-fluoro-6-methoxyphenyl)pyrimidine-4-carboxamide